[Cl-].C(CC)[N+]1=CC(=CC=C1)C 1-Propyl-3-Methylpyridinium chlorid